N-(4-(4-(4-methylpiperazin-1-yl)piperidin-1-yl)phenyl)formamide CN1CCN(CC1)C1CCN(CC1)C1=CC=C(C=C1)NC=O